5-acetamido-6,8-difluoro-1-tetralone C(C)(=O)NC1=C2CCCC(C2=C(C=C1F)F)=O